C(CCCCCCCCC)N(C(O)=O)CC=O decyl-(2-oxoethyl)carbamic acid